ClC1=C(C(=CC=C1)Cl)N1C=2N(C3=C(C1=O)C=NC(=N3)NC3=CC=C1CCNCC1=C3)C=CN2 6-(2,6-dichlorophenyl)-2-(1,2,3,4-tetrahydroisoquinolin-7-ylamino)imidazo[1,2-a]pyrimido[5,4-e]pyrimidin-5(6H)-one